1-(6-((tert-butoxycarbonyl)amino)-5-chloropyridin-2-yl)-5-(trifluoromethyl)-1H-pyrazole-4-carboxylic acid C(C)(C)(C)OC(=O)NC1=C(C=CC(=N1)N1N=CC(=C1C(F)(F)F)C(=O)O)Cl